C(C)(C)(C)OC(=O)N1N=C2C=CC(=CC2=C1)Br 5-Bromo-2H-indazole-2-carboxylic acid tert-butyl ester